C(C)C1=C(C=CC(=N1)C1C(NC(CC1)=O)=O)N1CCC(CC1)=O 3-(6-ethyl-5-(4-oxopiperidin-1-yl)pyridin-2-yl)piperidine-2,6-dione